methyl 3-((6-(3-methylisoxazol-4-yl)-1-oxoisoquinolin-2(1H)-yl)methyl)benzoate CC1=NOC=C1C=1C=C2C=CN(C(C2=CC1)=O)CC=1C=C(C(=O)OC)C=CC1